CC1=CC=C(C=C1)S(=O)(=O)OCCOCCOCCOS(=O)(=O)C1=CC=C(C=C1)C (ethane-1,2-diylbis(oxy))bis(ethane-2,1-diyl) bis(4-methylbenzenesulfonate)